C(=C)P(OCCCl)(OCCCl)=O bis-(2-chloroethyl) vinylphosphonate